ClC1=CC=C(C2=CC=CC=C12)CSC=1N=NNC1 4-(((4-chloronaphthalen-1-yl)methyl)thio)-1H-1,2,3-triazole